6-Bromo-5-fluorobenzofuran-2(3H)-one BrC1=CC2=C(CC(O2)=O)C=C1F